methyl 5-{[4'-(4,4-difluorocyclohexyl)-[1,1'-biphenyl]-4-yl]oxy}-1-[(4-methoxyphenyl)methyl]-1H-1,2,3-triazole-4-carboxylate FC1(CCC(CC1)C1=CC=C(C=C1)C1=CC=C(C=C1)OC1=C(N=NN1CC1=CC=C(C=C1)OC)C(=O)OC)F